Cl.CN methanamine hydrogen chloride salt